N-(1-cyclobutyl-1H-benzo[d]imidazol-2-yl)-3,3-dimethylbutanamide C1(CCC1)N1C(=NC2=C1C=CC=C2)NC(CC(C)(C)C)=O